(7R,14R)-11-(2-((1r,3R)-1-amino-3-methoxycyclobutyl)pyrimidin-5-yl)-1-ethynyl-6-(methyl-d3)-6,7-dihydro-7,14-methanobenzo[f]benzo[4,5]imidazo[1,2-a][1,4]diazocin-5(14H)-one NC1(CC(C1)OC)C1=NC=C(C=N1)C1=CC2=C(N=C3N2[C@H]2C4=C(C(N([C@@H]3C2)C([2H])([2H])[2H])=O)C=CC=C4C#C)C=C1